FC=1C=CC(=NC1)N1N=C(C=C1O)C(=O)NC1=CC(=CC=C1)CCO 1-(5-fluoropyridin-2-yl)-5-hydroxy-N-(3-(2-hydroxyethyl)phenyl)-1H-pyrazole-3-carboxamide